((1S,4S,6R)-3,7-dioxabicyclo[4.1.0]heptan-4-yl)((S)-1-(4-fluorophenyl)-3,4-dihydroisoquinolin-2(1H)-yl)methanone [C@@H]12CO[C@@H](C[C@H]2O1)C(=O)N1[C@H](C2=CC=CC=C2CC1)C1=CC=C(C=C1)F